N1C(NCC=C1)=O DIHYDROPYRIMIDIN-2-ONE